NC1=CC=NN1CCO 2-(5-aminopyrazol-1-yl)ethanol